1,1-dimethylethoxide CC([O-])(C)C